FC(CCC(=O)O[C@H]1[C@H](NC[C@@H]1O)CC1=CC=C(C=C1)OC)(F)F (2R,3S,4S)-4-hydroxy-2-[(4-methoxyphenyl) methyl]pyrrolidin-3-yl 4,4,4-trifluorobutanoate